tert-butyl 9-[5-bromo-6-(difluoromethyl)-2-pyridyl]-3,9-diazaspiro[5.5]undecane-3-carboxylate BrC=1C=CC(=NC1C(F)F)N1CCC2(CCN(CC2)C(=O)OC(C)(C)C)CC1